ClC=1C(=NC=CC1C1=NC(=C(C=C1)CNC[C@H]1NC(CC1)=O)OC)C=1C(=C(C=CC1)NC(C1=NC=C(C(=C1)CN1C[C@@H](CC1)O)OC)=O)C N-(3-(3'-Chloro-6-methoxy-5-(((((S)-5-oxopyrrolidin-2-yl)methyl)amino)methyl)-[2,4'-bipyridin]-2'-yl)-2-methylphenyl)-4-(((R)-3-hydroxypyrrolidin-1-yl)methyl)-5-methoxypicolinamide